tert-butyl (2,6-difluoro-4-((1-((2-(trimethylsilyl)ethoxy)methyl)-1H-pyrrolo[2,3-b]pyridin-4-yl)oxy)phenyl)carbamate FC1=C(C(=CC(=C1)OC1=C2C(=NC=C1)N(C=C2)COCC[Si](C)(C)C)F)NC(OC(C)(C)C)=O